P(=O)(O)(O)N1C=NC(C=2N=CN([C@H]3[C@H](O)[C@H](O)[C@@H](CO)O3)C12)=N 3-phosphoadenosine